(R)-1-(4-(pentafluoro-λ6-sulfanyl)phenyl)ethan-1-amine FS(C1=CC=C(C=C1)[C@@H](C)N)(F)(F)(F)F